O1CN(CC2=C1C=CC=C2)C2CCC(CC2)CCC2CCC(CC2)N2COC1=C(C2)C=CC=C1 1,2-bis[4-(3,4-dihydro-2H-1,3-benzoxazin-3-yl)cyclohexyl]ethane